Cl.FC(C1(CCNCC1)N1CCC(CC1)O)(F)F 4'-(trifluoromethyl)-[1,4'-bipiperidin]-4-ol hydrochloride